benzyl (1-(tert-butyl)-3-((1R,3S,4S)-3-fluoro-4-hydroxycyclopentyl)-1H-pyrazol-5-yl)carbamate C(C)(C)(C)N1N=C(C=C1NC(OCC1=CC=CC=C1)=O)[C@H]1C[C@@H]([C@H](C1)O)F